COC1=C2C(=CNC2=CC=C1)C(=O)N1CC2(CC1)CCC(CC2)NC=2C=NN(C2)CCO 2-(4-{[(5r,8r)-2-(4-methoxy-1H-indole-3-carbonyl)-2-azaspiro[4.5]decan-8-yl]amino}-1H-pyrazol-1-yl)ethan-1-ol